C(C1=CC=CC=C1)(=O)OCC(C)N=C=S 2-benzoyloxy-1-methylethyl isothiocyanate